CC=1OC=CC1C=1C=C2C=CN(C(C2=CC1)=O)CC=1C=C(C=CC1)NC(C)=O N-(3-((6-(2-Methylfuran-3-yl)-1-oxoisoquinolin-2(1H)-yl)methyl)phenyl)acetamide